NC1=CC=C(C=C1)C(C[TeH])C 1-amino-4-(1-methylhydrotelluro-ethyl)benzene